2,4,4,6-tetrabromocyclohexa-2,5-dien-1-one BrC=1C(C(=CC(C1)(Br)Br)Br)=O